C(C)(=O)O[C@@H]1[C@H](O[C@@H]([C@H]([C@@H]1OC(C)=O)OC(C)=O)COC(C)=O)OCCNCCO[C@@H]1[C@@H](OC(C)=O)[C@@H](OC(C)=O)[C@H](OC(C)=O)[C@H](O1)COC(C)=O bis{2-[(2,3,4,6-tetra-O-acetyl-α-D-mannopyranosyl)oxy]ethyl}amine